CC(C#N)(C(C(C#N)C)C)C 2,2,3,4-Tetramethylglutaronitrile